S(=O)(=O)(O)OC[C@@H]1[C@H]([C@H]([C@@H](O1)N1C=NC=2C(N)=NC=NC12)O)OP(=O)(O)O 3'-phosphoadenosine sulfate